N-(5-(4-(3-(3,6-dibromo-9H-carbazol-9-yl)-2-hydroxypropyl)piperazin-1-yl)pentyl)benzamide BrC=1C=CC=2N(C3=CC=C(C=C3C2C1)Br)CC(CN1CCN(CC1)CCCCCNC(C1=CC=CC=C1)=O)O